(S)-(4-(6-bromo-1H-benzo[d]imidazol-2-yl)-6,7-dihydro-1H-imidazo[4,5-c]pyridin-5(4H)-yl)(thiazol-2-yl)methanone BrC=1C=CC2=C(NC(=N2)[C@H]2N(CCC3=C2N=CN3)C(=O)C=3SC=CN3)C1